CC1=CC=CC(=N1)C1=C(N=CN1)C=1C=C2C=C(C=NC2=CC1)C1=CC=C(C(=O)O[C@@H]2CN(CC2)C)C=C1 [(3S)-1-methylpyrrolidin-3-yl] 4-[6-[5-(6-methyl-2-pyridyl)-1H-imidazol-4-yl]-3-quinolyl]benzoate